2-(3-bromo-4-chlorophenyl)acetonitrile BrC=1C=C(C=CC1Cl)CC#N